ClC=1C=C(C=C(C1)Cl)S(=O)(=O)NC1=CC=C(C=C1)S(NC1=CC(=CC=C1)C)(=O)=O 3,5-dichloro-N-(4-(N-(3-methylphenyl)sulfamoyl)phenyl)benzenesulfonamide